2-Difluoromethoxy-pyridin FC(OC1=NC=CC=C1)F